6-(2-(5-methyl-1,3,4-oxadiazol-2-yl)cyclobutyl)-4-oxo-1-(1-(6-(trifluoromethyl)pyridin-3-yl)ethyl)-4,5-dihydro-1H-pyrazolo[3,4-d]pyrimidine-3-carbonitrile CC1=NN=C(O1)C1C(CC1)C=1NC(C2=C(N1)N(N=C2C#N)C(C)C=2C=NC(=CC2)C(F)(F)F)=O